OC1=CC=C(C=C1)N N-4-hydroxyphenylamine